ClC1=CC=C(C=N1)C=1C(=C(C#N)C=CC1)N1CCC(CC1)C1=NN=CN1C 3-(6-Chloropyridin-3-yl)-2-[4-(4-methyl-4H-1,2,4-triazol-3-yl)piperidin-1-yl]benzonitrile